2-chloro-N-(1-cyanocyclopropyl)-5-[1-(3,4,5-tribromo-1-methyl-pyrrol-2-yl)pyrazol-4-yl]benzamide ClC1=C(C(=O)NC2(CC2)C#N)C=C(C=C1)C=1C=NN(C1)C=1N(C(=C(C1Br)Br)Br)C